tert-butoxycarbonyl-aminomethyl-piperidine C(C)(C)(C)OC(=O)C1N(CCCC1)CN